diamino-3,3'-dimethoxybiphenyl NC1=C(C(=C(C=C1)C1=CC(=CC=C1)OC)N)OC